C1(=CC=CC=C1)CC(=O)NC1=NN=C(S1)NC1CCN(CC1)C1=NCN(S1)NC(=O)C=1C=NNC1 N-(5-(4-((5-(2-phenylacetamido)-1,3,4-thiadiazol-2-yl)amino)piperidin-1-yl)-1,2,4-thiadiazol-2-yl)-1H-pyrazole-4-carboxamide